5-(4-(4-methyl-1H-indazol-3-yl)piperidin-1-yl)-2-morpholinobenzo[d]oxazole CC1=C2C(=NNC2=CC=C1)C1CCN(CC1)C=1C=CC2=C(N=C(O2)N2CCOCC2)C1